CC1(C(O1)C(=O)OCC)C1=CC=CC=C1 ethyl 3-methyl-3-phenyloxirane-2-carboxylate